5-(4-(4-Methylpiperazin-1-yl)quinazolin-6-yl)-7H-pyrrolo[2,3-d]pyrimidin CN1CCN(CC1)C1=NC=NC2=CC=C(C=C12)C1=CNC=2N=CN=CC21